N1(C=NC=C1)C=1C=CC(=C(C1)O)C1=CN=C(N=N1)N([C@@H]1CNCC1)C (S)-5-(1H-imidazol-1-yl)-2-(3-(methyl(pyrrolidin-3-yl)amino)-1,2,4-triazin-6-yl)phenol